BrC1=CN(C2=C(C=C(C=C12)F)F)C(=O)OC(C)(C)C tert-Butyl 3-bromo-5,7-difluoro-1H-indole-1-carboxylate